FC(C1=NN=C(S1)C=1C=NN2C1C=C(C=C2N2CCC1(COC1)CC2)S(=O)(=O)NC2(CC2)C)F 3-(5-(difluoromethyl)-1,3,4-thiadiazol-2-yl)-N-(1-methylcyclopropyl)-7-(2-oxa-7-azaspiro[3.5]nonan-7-yl)pyrazolo[1,5-a]pyridine-5-sulfonamide